The molecule is dianion of aldehydo-D-glucose 6-phosphate arising from deprotonation of the two OH groups of the phosphate. It is a conjugate base of an aldehydo-D-glucose 6-phosphate. C([C@H]([C@H]([C@@H]([C@H](C=O)O)O)O)O)OP(=O)([O-])[O-]